2-(4-(4-bromobutoxy)phenyl)-8-methoxy-7-(methoxymethoxy)-4H-chromen-4-one BrCCCCOC1=CC=C(C=C1)C=1OC2=C(C(=CC=C2C(C1)=O)OCOC)OC